P(SC1=CC=CC=C1)(OCCCCCCCCCC)OCCCCCCCCCC S-phenyl didecyl monothiophosphite